The molecule is a tirucallane triterpenoid isolated from Dysoxylum lenticellatum. It has a role as a plant metabolite. It is a cyclic terpene ketone, a cyclic hemiketal and a tirucallane triterpenoid. CC(C)C(=O)C1(CC(CO1)[C@@H]2CC[C@]3([C@]2(CC[C@H]4C3=CC[C@@H]5[C@@]4(CCC(=O)C5(C)C)C)C)C)O